N1C(=NC2=C1C=CC=C2)[C@@H]2[C@H](C2)C(=O)N[C@H]2C(N(CC2)C2=CC=C(C=C2)C(F)(F)F)=O (1S,2S)-2-(1H-benzo[d]imidazol-2-yl)-N-((R)-2-oxo-1-(4-(trifluoromethyl)phenyl)pyrrolidin-3-yl)cyclopropane-1-carboxamide